α-t-butylacrylic acid C(C)(C)(C)C(C(=O)O)=C